Cl.C1C(CC12CCNCC2)CO 7-azaspiro[3.5]nonan-2-ylmethanol hydrochloride